[N+](=O)([O-])C1=CC=C(C=C1)C(C)N1C(CCCC1)=O 1-[1-(4-nitrophenyl)ethyl]piperidin-2-one